(R)-7,7-dimethyl-2-(1H-indol-4-yl)-6-(4-methoxybenzoyl)-4-(3-methylmorpholin-4-yl)-6,7-dihydro-5H-pyrrolo[3,4-d]pyrimidine CC1(N(CC2=C1N=C(N=C2N2[C@@H](COCC2)C)C2=C1C=CNC1=CC=C2)C(C2=CC=C(C=C2)OC)=O)C